FC1=C(N=CC2=C1N=C(N=C2)OCC21CCCN1CCC2)C2=CC=CC1=CC=CC(=C21)F 8-fluoro-7-(8-fluoronaphthalen-1-yl)-2-((hexahydro-1H-pyrrolizine-7a-yl)methoxy)pyrido[4,3-d]Pyrimidine